CC(C(=O)O)CC1=CC=CC=C1.CC(C(=O)O)CC1=CC=CC=C1.O1C=2N(CC1)N=C(C2)CO (2,3-Dihydropyrazolo[5,1-b]oxazol-6-yl)methanol methyl-3-phenylpropionate (methyl-3-phenyl-propionate)